5-fluoro-2-(trifluoromethyl)pyridine-3-carbonitrile FC=1C=C(C(=NC1)C(F)(F)F)C#N